ethyl 2-(2-((7-bromo-5-chloro-2-(difluoromethyl)benzofuran-3-yl)methoxy)-4-methoxyphenyl)acetate BrC1=CC(=CC=2C(=C(OC21)C(F)F)COC2=C(C=CC(=C2)OC)CC(=O)OCC)Cl